CN1C(=NC2=C1C=CC(=C2)C(=O)NC(CO)(CO)C2=CC=C(C=C2)S(=O)(=O)CC)C(F)(F)F methyl-N-(2-(4-(ethylsulfonyl)Phenyl)-1,3-dihydroxypropan-2-yl)-2-(trifluoromethyl)-1H-benzo[d]Imidazole-5-carboxamide